C(CCCCCCCC)(=O)O.[F] fluorine nonanoic acid